(R)-N-(5-cyclopropyl-1,3,4-thiadiazol-2-yl)-2-(3,4-dicyanophenyl)-2-((R)-3,3-difluorocyclopentyl)acetamide C1(CC1)C1=NN=C(S1)NC([C@H]([C@H]1CC(CC1)(F)F)C1=CC(=C(C=C1)C#N)C#N)=O